OCCCOC1=CC=C(C=C1)C1=CC=C(C=C1)N1C(N(C(C1(C)C)=O)C1=CC(=C(C#N)C=C1)C(F)(F)F)=S 4-[3-[4-[4-(3-hydroxypropoxy)phenyl]phenyl]-4,4-dimethyl-5-oxo-2-thioxo-imidazolidin-1-yl]-2-(trifluoromethyl)benzonitrile